CC1=CC=CC=C1N=C(N)N=C(N)N 1-(o-tolyl)biguanide